C(#N)C1=CC=CC2=C1O[C@H](CN2)[C@@H](C2=CC=CC=C2)NC[C@@H](C)C2=CC(=CS2)CC(=O)O |&1:21| 2-(5-((R and S)-1-(((R)-((R)-8-cyano-3,4-dihydro-2H-benzo[b][1,4]oxazin-2-yl)(phenyl)methyl)amino)propan-2-yl)thiophen-3-yl)acetic acid